7-Ethoxy-3-(2-methyl-thiazol-4-yl)-chromen-2-one C(C)OC1=CC=C2C=C(C(OC2=C1)=O)C=1N=C(SC1)C